BrC=1C=CC2=C(CCS2)C1F 5-bromo-4-fluoro-2,3-dihydrobenzothiophene